tert-butyl 4-((4-(1-(2,6-dioxopiperidin-3-yl)-3-methyl-2-oxo-2,3-dihydro-1H-benzo[d]imidazol-4-yl)piperazin-1-yl)methyl)-4-fluoropiperidine-1-carboxylate O=C1NC(CCC1N1C(N(C2=C1C=CC=C2N2CCN(CC2)CC2(CCN(CC2)C(=O)OC(C)(C)C)F)C)=O)=O